2-((5-bromo-2-hydroxypyridin-3-yl)oxy)-1-(4-cyclopropylphenyl)ethan-1-one BrC=1C=C(C(=NC1)O)OCC(=O)C1=CC=C(C=C1)C1CC1